C(#N)C1=NC(=NC(=C1C1=C(C(=NC=C1)Cl)Cl)C)N1CCC2(CC1)[C@@H](C1=CC=CC=C1C2)N[S@](=O)C(C)(C)C (R)-N-((S)-1'-(4-cyano-5-(2,3-dichloropyridin-4-yl)-6-methylpyrimidin-2-yl)-1,3-dihydrospiro[inden-2,4'-piperidin]-1-yl)-2-methylpropan-2-sulfinamide